α-methyl-acrylic acid CC(C(=O)O)=C